The molecule is a trisaccharide that is lactose in which the hydroxy group at position 6 of the galactosyl ring has been glycosylated by a beta-D-galactopyranosyl group. It is a trisaccharide, a D-glucoside and a beta-D-galactoside. It derives from a beta-(1->6)-galactobiose and a lactose. C([C@@H]1[C@@H]([C@@H]([C@H]([C@@H](O1)OC[C@@H]2[C@@H]([C@@H]([C@H]([C@@H](O2)O[C@@H]3[C@H](OC([C@@H]([C@H]3O)O)O)CO)O)O)O)O)O)O)O